O1CCC(CC1)(O)[2H] tetrahydro-2H-pyran-4-d-4-ol